ethyl 1-[3,4-diacetyloxy-5-(acetyloxymethyl)oxolan-2-yl]-pyridine-3-carboxylate C(C)(=O)OC1C(OC(C1OC(C)=O)COC(C)=O)N1CC(=CC=C1)C(=O)OCC